N1-((3'-(3-((S)-2-Hydroxy-3-(3-(N-methylsulfamoyl)phenoxy)propylamino)-1-oxa-8-azaspiro[4.5]decan-8-ylsulfonyl)biphenyl-4-yl)methyl)oxalamid O[C@@H](CNC1COC2(C1)CCN(CC2)S(=O)(=O)C=2C=C(C=CC2)C2=CC=C(C=C2)CNC(C(=O)N)=O)COC2=CC(=CC=C2)S(NC)(=O)=O